N1C=CC2=CC(=CC=C12)B(O)O 5-INDOLYLBORONIC ACID